CC1=NOC(=C1C1=CC(=C(C=C1)N[C@@H]1CN(CC1)C(=O)OC(C)(C)C)[N+](=O)[O-])C tert-butyl (S)-3-((4-(3,5-dimethylisoxazol-4-yl)-2-nitrophenyl)amino)pyrrolidine-1-carboxylate